3-(4-[(2S,4Z)-2-(Hydroxymethyl)-4-(methoxyimino)pyrrolidine-1-carbonyl]-3-methylphenyl)-2-methylbenzonitrile OC[C@H]1N(C\C(\C1)=N/OC)C(=O)C1=C(C=C(C=C1)C=1C(=C(C#N)C=CC1)C)C